ethyl (6-Iodo-3-(1-(3-methoxy-4-((6-(trifluoromethyl)pyridin-3-yl)methoxy)phenyl)ethyl)-3H-imidazo[4,5-b]pyridin-2-yl)carbamate IC=1C=C2C(=NC1)N(C(=N2)NC(OCC)=O)C(C)C2=CC(=C(C=C2)OCC=2C=NC(=CC2)C(F)(F)F)OC